tert-butyl pyrazolo[1,5-a]pyrimidin-6-ylcarbamate N1=CC=C2N1C=C(C=N2)NC(OC(C)(C)C)=O